2-(3-fluorophenyl)-1-hydroxypropan FC=1C=C(C=CC1)C(CO)C